C1(CCCCC1)NC(\C=C/C=1C(=NN(C1)C1=CC=CC=C1)C1=CC2=CC=CC=C2C=C1)=O (Z)-N-cyclohexyl-3-(3-(naphthalen-2-yl)-1-phenyl-1H-pyrazol-4-yl)acrylamide